lithium dimethyl succinate C(CCC(=O)OC)(=O)OC.[Li]